tert-butyl N-[2,4-difluoro-3-([[3-methyl-1-(oxan-2-yl)-4-(piperidin-1-yl)pyrazolo[3,4-b]pyridin-5-yl]oxy]methyl)phenyl]-N-(5-fluoro-2-methoxypyridin-3-ylsulfonyl)carbamate FC1=C(C=CC(=C1COC=1C(=C2C(=NC1)N(N=C2C)C2OCCCC2)N2CCCCC2)F)N(C(OC(C)(C)C)=O)S(=O)(=O)C=2C(=NC=C(C2)F)OC